ClC=1C(=NC(=NC1)NC1CCOCC1)C1=CC=C2CN(C(C2=C1)=O)[C@@H](C(=O)N[C@H](CO)C1=CC(=CC(=C1)F)Cl)C (2R)-2-(6-{5-chloro-2-[(oxan-4-yl)amino]pyrimidin-4-yl}-1-oxo-2,3-dihydro-1H-isoindol-2-yl)-N-[(1S)-1-(3-chloro-5-fluorophenyl)-2-hydroxyethyl]propanamide